5-methyl-1H-indole-4-carboxylic acid CC1=C(C=2C=CNC2C=C1)C(=O)O